4-((2-((2-oxa-6-azaspiro[3.3]heptan-6-yl)methyl)-6-fluorobenzyl)amino)-2,6-difluoro-N-(thiazol-4-yl)benzenesulfonamide methyl-(1,5,5-trimethyl-2-cyclopentenyl)acetate COC(CC1(C=CCC1(C)C)C)=O.C1OCC12CN(C2)CC2=C(CNC1=CC(=C(C(=C1)F)S(=O)(=O)NC=1N=CSC1)F)C(=CC=C2)F